BrC=1C=C(C=NC1)NC1=NC=C(C(=N1)NN1C(OC2=C1C=CC=C2)=O)C (2-(5-bromopyridin-3-ylamino)-5-methylpyrimidin-4-ylamino)benzo[d]oxazol-2(3H)-one